CN(CCCOC=1C=C(C=C(C1)C(=O)O)C(=O)O)C 5-[3-(dimethylamino)propoxy]benzene-1,3-dicarboxylic acid